Trifluoroacetic acid acetate C(C)(=O)O.FC(C(=O)O)(F)F